1,3-bis(triethoxysilylethyl) tetramethyl-disiloxane tert-butyl 5-((cyclopropylmethyl)(nitroso)amino)-3,4-dihydroisoquinoline-2(1H)-carboxylate C1(CC1)CN(C1=C2CCN(CC2=CC=C1)C(=O)OC(C)(C)C)N=O.C(C)O[Si](OCC)(OCC)CC[Si](O[Si](CC[Si](OCC)(OCC)OCC)(C)C)(C)C